6-bromo-4-hydroxyphthalazin-1(2H)-one BrC=1C=C2C(=NNC(C2=CC1)=O)O